C1(CC1)[C@@H](C)NC(=O)C1=CN=C(O1)C1=CC(=CC=C1)C1=NN(C(=C1)C(N[C@@H](C)C1CC1)=O)CCO N-((R)-1-cyclopropylethyl)-2-(3-(5-(((S)-1-cyclopropylethyl)carbamoyl)-1-(2-hydroxyethyl)-1H-pyrazol-3-yl)phenyl)oxazole-5-carboxamide